FC=1C(=C2C(=NC(=NN2C1)N[C@@H]1CN(C[C@@H]1F)C1COC1)OC)C=1C=CC2=C(N(N=N2)CCF)C1 6-Fluoro-N-((3R,4S)-4-fluoro-1-(oxetan-3-yl)pyrrolidin-3-yl)-5-(1-(2-fluoroethyl)-1H-benzo[d][1,2,3]triazol-6-yl)-4-methoxypyrrolo[2,1-f][1,2,4]triazin-2-amine